OCC(=O)C1=CC=CC(=C1)OC hydroxy-5'-methoxyacetophenone